1-(3-(tert-butyl)-1-(3-morpholinopropyl)-1H-pyrazol-5-yl)-3-(2-(methylthio)-4-((3-oxo-3,4-dihydropyrido[2,3-b]pyrazin-8-yl)oxy)phenyl)urea C(C)(C)(C)C1=NN(C(=C1)NC(=O)NC1=C(C=C(C=C1)OC1=CC=NC=2NC(C=NC21)=O)SC)CCCN2CCOCC2